4-Cyano-N-(3-(isoxazol-4-yl)-1H-indazol-5-yl)-1-methyl-1H-pyrrole-2-carboxamide C(#N)C=1C=C(N(C1)C)C(=O)NC=1C=C2C(=NNC2=CC1)C=1C=NOC1